ClC1=CC=C2C=C(C=NC2=C1CCl)CC 7-chloro-8-(chloromethyl)-3-ethylquinoline